BrC(CO)CBr 2,3-dibromopropan-1-ol